6-(chloromethyl)pyrimidine-2,4-diol ClCC1=CC(=NC(=N1)O)O